C(C)(C)(C)OC(=O)N1CC2(C1)CC(C2)N2N=CC(=C2C)Br 6-(4-Bromo-5-methyl-pyrazol-1-yl)-2-azaspiro[3.3]heptane-2-carboxylic acid tert-butyl ester